Hexyltriphenylphosphonium bromid [Br-].C(CCCCC)[P+](C1=CC=CC=C1)(C1=CC=CC=C1)C1=CC=CC=C1